1-methyl-piperidine-4-carboxylic acid ((R)-7-benzyloxy-2,3-dihydro-benzo[1,4]dioxin-2-ylmethyl)-amide C(C1=CC=CC=C1)OC=1C=CC2=C(O[C@@H](CO2)CNC(=O)C2CCN(CC2)C)C1